ClC=1C=C2C(=CC1Cl)N(C(C21CCN(CC1)C1CCC(CC1)C(C)C)=O)CCN1C(CC=C1)=O 5,6-dichloro-1'-((1s,4s)-4-isopropylcyclohexyl)-1-(2-(2-oxopyrrol-1-yl)ethyl)spiro[indoline-3,4'-piperidin]-2-one